(2Z)-N-hydroxy-1,3-thiazole-2-carboximidoyl chloride ON=C(C=1SC=CN1)Cl